ClC1=C(C(=O)NC2[C@@H]3CN(C[C@H]23)C(=O)OC(C)(C)C)C=CC(=C1)NC(=O)C=1N(C(=CN1)C=1C(=NN(C1)C1=NC=CC=N1)C(F)(F)F)C tert-butyl (1R,5S,6s)-6-(2-chloro-4-(1-methyl-5-(1-(pyrimidin-2-yl)-3-(trifluoromethyl)-1H-pyrazol-4-yl)-1H-imidazole-2-carboxamido)benzamido)-3-azabicyclo[3.1.0]hexane-3-carboxylate